C(#N)CC1CS1 1-cyano-2,3-epithiopropane